tert-butyl 3-(2-(3-((2-((S)-2-acetamido-4-(tert-butoxy)-4-oxobutanamido)-2-(5-methylisothiazol-3-yl)acetamido)methyl)-4-methylphenoxy)ethyl)piperidine-1-carboxylate C(C)(=O)N[C@H](C(=O)NC(C(=O)NCC=1C=C(OCCC2CN(CCC2)C(=O)OC(C)(C)C)C=CC1C)C1=NSC(=C1)C)CC(=O)OC(C)(C)C